C(CC=C)N1C(C2=C(C(=C1)C1=CC(=CC=3NC=NC31)C(=O)O)C=CN2)=O 4-(6-(but-3-en-1-yl)-7-oxo-6,7-dihydro-1H-pyrrolo[2,3-c]pyridin-4-yl)-1H-benzo[d]imidazole-6-carboxylic acid